C1(C#C1)C1=C(C=C2C(=NC(=NC2=C1)C)N[C@H](C)C=1C(=C(C=CC1)C(C(C)(O)C)(F)F)F)OCCOC (R)-1-(3-(1-((7-(cyclopropynyl)-6-(2-methoxyethoxy)-2-methylquinazolin-4-yl)amino)ethyl)-2-fluorophenyl)-1,1-difluoro-2-methylpropan-2-ol